trimethylolpropane-d1 C(O)C(CC[2H])(CO)CO